6-fluoro-5-[4-[[5-fluoro-3-oxo-2-(trifluoromethyl)-4H-quinoxalin-6-yl]methyl]piperazin-1-yl]-N-methyl-pyridine-2-carboxamide FC1=C(C=CC(=N1)C(=O)NC)N1CCN(CC1)CC=1C(=C2NC(C(=NC2=CC1)C(F)(F)F)=O)F